3,4-dihydroxy-5-(methylsulfonylamino)-N-(4'-(trifluoromethyl)-[1,1'-biphenyl]-4-yl)benzamide OC=1C=C(C(=O)NC2=CC=C(C=C2)C2=CC=C(C=C2)C(F)(F)F)C=C(C1O)NS(=O)(=O)C